(4aR,8aS)-6-((4-(4-(2-Aminoethoxy)phenyl)(phenyl)methylene)piperidine-1-carbonyl)hexahydro-2H-pyrido[4,3-b][1,4]oxazin-3(4H)-one NCCOC1=CC=C(C=C1)C1=CC=C(C=C1)C=C1N(CCCC1)C(=O)N1C[C@@H]2[C@@H](OCC(N2)=O)CC1